tert-butyl (S)-22-(4-(6-methoxy-4-(3-(1-(4-methoxy-3-methylbenzyl)piperidin-4-yl)-2-oxooxazolidin-5-yl)quinolin-2-yl)piperidin-1-yl)-22-oxo-4,7,10,13,16,19-hexaoxadocosanoate COC=1C=C2C(=CC(=NC2=CC1)C1CCN(CC1)C(CCOCCOCCOCCOCCOCCOCCC(=O)OC(C)(C)C)=O)[C@H]1CN(C(O1)=O)C1CCN(CC1)CC1=CC(=C(C=C1)OC)C